FC1=C(C(=O)NCC23CCC(CC2)(CC3)C3=NOC(=N3)C3=NC(=NC=C3)N3CCN(CC3)C(=O)OCCCC)C=C(C(=C1F)OCC1=CC=C(C=C1)OC)F butyl 4-(4-{3-[4-({2,3,5-trifluoro-4-[(4-methoxyphenyl)methoxy]benzamido}methyl)bicyclo[2.2.2]octan-1-yl]-1,2,4-oxadiazol-5-yl}pyrimidin-2-yl)piperazine-1-carboxylate